2-(tert-butylamino)-N-[(3R,5S)-1-(8-cyanoquinoxalin-5-yl)-5-methylpiperidin-3-yl]Acetamide C(C)(C)(C)NCC(=O)N[C@H]1CN(C[C@H](C1)C)C1=C2N=CC=NC2=C(C=C1)C#N